3-ethyl-2-(3-((2-methoxy-4-(methylsulfonyl)phenyl)amino)prop-1-yn-1-yl)thieno[3,2-c]pyridin C(C)C1=C(SC2=C1C=NC=C2)C#CCNC2=C(C=C(C=C2)S(=O)(=O)C)OC